1-(3-cyanophenyl)-N-(5-(3-cyclopropyl-1-(pyridin-2-yloxy)propyl)-2-fluorophenyl)-3-(trifluoromethyl)-1H-pyrazole-5-carboxamide C(#N)C=1C=C(C=CC1)N1N=C(C=C1C(=O)NC1=C(C=CC(=C1)C(CCC1CC1)OC1=NC=CC=C1)F)C(F)(F)F